ClC(=O)C1=CC=C(C=C1)OC1=CC=C(C=C1)C(=O)Cl bis(4-chlorocarbonylphenyl) ether